BrC=1C=C2CCC(C2=CC1)=O 5-Bromo-2,3-dihydro-1H-inden-1-one